ClC1=C(C=CC(=C1)F)N1N=C(C=C1)C1[C@H]2CN(C[C@@H]12)C(=O)N1C[C@@H]2[C@@H](OCC(N2)=O)CC1 (4aR,8aS)-6-[(1R,5S,6r)-6-[1-(2-chloro-4-fluoro-phenyl)pyrazol-3-yl]-3-azabicyclo[3.1.0]hexane-3-carbonyl]-4,4a,5,7,8,8a-hexahydropyrido[4,3-b][1,4]oxazin-3-one